(Z)-3-(3,4-dihydroxyphenyl)-N-(4-(phenylamino)phenyl)acrylamide OC=1C=C(C=CC1O)\C=C/C(=O)NC1=CC=C(C=C1)NC1=CC=CC=C1